[6-[1-ethyl-4-(trifluoromethyl)imidazol-2-yl]-5-fluoro-3-pyridyl]methanol C(C)N1C(=NC(=C1)C(F)(F)F)C1=C(C=C(C=N1)CO)F